2,6-diaminoanthraquinone NC1=CC=2C(C3=CC=C(C=C3C(C2C=C1)=O)N)=O